ClC1=CC=C(C=C1)C(\C=C\CCCC)=O (E)-1-(4-chlorophenyl)-2-hepten-1-one